6-((trimethylsilyl)ethynyl)-1H-indazole-3-amine C[Si](C)(C)C#CC1=CC=C2C(=NNC2=C1)N